tert-butyl (R)-2-(((R)-(3-(2-((6-fluoro-2-methylpyridin-3-yl)oxy)-4-methyl-5-(trifluoromethyl) nicotinamido)phenyl)(methyl)(oxo)-λ6-sulfaneylidene)carbamoyl)pyrrolidine-1-carboxylate FC1=CC=C(C(=N1)C)OC1=C(C(=O)NC=2C=C(C=CC2)[S@](=O)(C)=NC(=O)[C@@H]2N(CCC2)C(=O)OC(C)(C)C)C(=C(C=N1)C(F)(F)F)C